tert-butyl 4-((methylamino)methyl)piperidine-1-carboxylate CNCC1CCN(CC1)C(=O)OC(C)(C)C